C1(=CC=CC=C1)C(C1=CC=CC=C1)(C1=CC=CC=C1)SC(O)C(O)CO Triphenylmethylmercaptoglycerol